N-Methyl-N-(3-(4-oxo-3-phenyl-3,4-dihydrophthalazin-1-yl)phenyl)methanesulfonamide CN(S(=O)(=O)C)C1=CC(=CC=C1)C1=NN(C(C2=CC=CC=C12)=O)C1=CC=CC=C1